O[C@H](C(=O)NC1=CNC2=CC=C(C=C12)C=1C=NN(C1)C1=CC=C(C=C1)C(F)(F)F)C(C)C (2S)-2-hydroxy-3-methyl-N-(5-{1-[4-(trifluoromethyl)phenyl]-1H-pyrazol-4-yl}-1H-indol-3-yl)butanamide